FC1(C[C@@H](N(C1)C(=O)C=1N=C(SC1)C(=O)NCC(C)(C)O)C)F (S)-4-(4,4-difluoro-2-methylpyrrolidine-1-carbonyl)-N-(2-hydroxy-2-methylpropyl)thiazole-2-carboxamide